CCNCCCCCCC 3-azadecane